2-chloro-1-((1R,5S,6s)-6-hydroxy-3-azabicyclo[3.1.0]hex-3-yl)ethanone ClCC(=O)N1C[C@@H]2C([C@@H]2C1)O